C(=O)C=1C=C(C=NC1)C=1C=CC=C2C(=NC=NC12)N[C@H](CN1CCN(CC1)S(=O)(=O)C1=C(N=C(S1)NC(OC)=O)C)C methyl N-[5-({4-[(2S)-2-{[8-(5-formylpyridin-3-yl)quinazolin-4-yl]amino}propyl]piperazin-1-yl}sulfonyl)-4-methyl-1,3-thiazol-2-yl]carbamate